(5-fluoro-2-methylphenyl)borane FC=1C=CC(=C(C1)B)C